FC(O[C@@H]1CC[C@H](CC1)NC1=NN2C(C=N1)=C(C=C2)C=2C=NC=1N(C2)C=CN1)F N-(trans-4-(difluoromethoxy)cyclohexyl)-5-(imidazo[1,2-a]pyrimidin-6-yl)pyrrolo[2,1-f][1,2,4]triazin-2-amine